N-(1-ethyl-2-oxo-1,2-dihydrobenzo[cd]indol-6-yl)-4-methylbenzenesulfonamide C(C)N1C(C2=C3C(C(=CC=C13)NS(=O)(=O)C1=CC=C(C=C1)C)=CC=C2)=O